C1(=C(C(=CC=C1)O)O)O benzene-1,2,3-triol